2-methoxy-benzenamine COC1=C(C=CC=C1)N